N1(CCC1)CC1=CC(=C2CN(C(C2=C1)=O)C1=CC(=CC=C1)C1(COC1)[C@H](C1=NN=CN1C)F)C(F)(F)F (R)-6-(azetidin-1-ylmethyl)-2-(3-(3-(fluoro(4-methyl-4H-1,2,4-triazol-3-yl)methyl)oxetan-3-yl)phenyl)-4-(trifluoromethyl)isoindolin-1-one